ClC=1C(=NC=C(C1)Cl)OC1CCC2(C(NC3=CC=C(C=C23)C=2N=NNN2)=O)CC1 cis-4-[(3,5-dichloro-2-pyridyl)oxy]-5'-(2H-tetrazol-5-yl)spiro[cyclohexane-1,3'-indoline]-2'-one